C(CCCCCCCCCCC\C=C/CCCCCCCC)(=O)[O-].[Na+] sodium erucate